BrC1=C(C#N)C(=C(C(=C1F)F)Br)F 2,5-dibromo-3,4,6-trifluorobenzonitrile